(S)-2-(Toluene-4-sulfonyl)-3,4-dihydro-2H-pyrazole-3-carboxylic acid (4,4-difluoro-cyclohexyl)-(2,3-dihydro-benzofuran-6-ylmethyl)-amide FC1(CCC(CC1)N(C(=O)[C@H]1N(N=CC1)S(=O)(=O)C1=CC=C(C)C=C1)CC1=CC2=C(CCO2)C=C1)F